tert-butyl 3-[4-chloro-6-[8-ethynyl-7-fluoro-3-(methoxymethoxy)-1-naphthyl]-5-fluoro-3-methyl-2,7-naphthyridin-1-yl]-3,8-diazabicyclo[3.2.1]octane-8-carboxylate ClC1=C(N=C(C2=CN=C(C(=C12)F)C1=CC(=CC2=CC=C(C(=C12)C#C)F)OCOC)N1CC2CCC(C1)N2C(=O)OC(C)(C)C)C